COC(=O)C1=C(NC(=C1)C)C=1C(=NC=CC1)OC(F)F 2-(2-(difluoromethoxy)pyridin-3-yl)-5-methyl-1H-pyrrole-3-carboxylic acid methyl ester